(R)-tert-butyl 3-((S)-3-(5-(aminomethyl)benzo[b]thiophen-2-yl)-1-(tert-butoxy)-1-oxopropane-2-yl)pyrrolidine-1-carboxylate NCC1=CC2=C(SC(=C2)C[C@H](C(=O)OC(C)(C)C)[C@@H]2CN(CC2)C(=O)OC(C)(C)C)C=C1